3-bromopropyl diethyl phosphate P(=O)(OCCCBr)(OCC)OCC